CCC(CCC)=O 3-Hexanon